(4-(methyldiethoxysilyl)phenyl)silane C[Si](C1=CC=C(C=C1)[SiH3])(OCC)OCC